3-CYANO-2-HYDROXYPHENYLBORONIC ACID C(#N)C=1C(=C(C=CC1)B(O)O)O